N1C[C@@H](CC1)CCNC(O[C@H]1[C@H](NC[C@@H]1O)CC1=CC=C(C=C1)C1=CN=CO1)=O (2R,3S,4S)-4-hydroxy-2-(4-(oxazol-5-yl)benzyl)pyrrolidin-3-yl (2-((S)-pyrrolidin-3-yl)ethyl)carbamate